allyl 2,3-di-O-benzyl-β-D-galactopyranosid C(C1=CC=CC=C1)O[C@H]1[C@H](OCC=C)O[C@@H]([C@@H]([C@@H]1OCC1=CC=CC=C1)O)CO